3-(1,4-Dimethyl-1H-benzo[d][1,2,3]triazol-5-yl)-3-(3-(((R)-2-ethyl-2,3-dihydrobenzo[f][1,4]oxazepin-4(5H)-yl)methyl)-4-methylphenyl)-2,2-dimethylpropanoic acid, Lithium salt [Li+].CN1N=NC2=C1C=CC(=C2C)C(C(C(=O)[O-])(C)C)C2=CC(=C(C=C2)C)CN2C[C@H](OC1=C(C2)C=CC=C1)CC